N[C@@H](CN1C(C=2C=C3C(=CC2CC1)N(C(=N3)C=3N(C1=C(C=C(C=C1C3)F)OC)CC3CC3)C)=O)CF (S)-6-(2-amino-3-fluoropropyl)-2-(1-(cyclopropylmethyl)-5-fluoro-7-methoxy-1H-indol-2-yl)-1-methyl-1,6,7,8-tetrahydro-5H-imidazo[4,5-g]isoquinolin-5-on